CN1C(C2=CC(=CC(=C2C=C1C1=CC=CC=C1)\C(\C)=N/[S@](=O)C(C)(C)C)C)=O (R,Z)-N-(1-(2,7-dimethyl-1-oxo-3-phenyl-1,2-dihydroisoquinolin-5-yl)ethylidene)-2-methylpropane-2-sulfinamide